C1(=CC(=CC=C1)CNC(CC(=O)N[C@@H](CC1=COC2=C1C=CC=C2)B(O)O)=O)C2=CC=CC=C2 (R)-(1-(3-(([1,1'-biphenyl]-3-ylmethyl)amino)-3-oxopropanamido)-2-(benzofuran-3-yl)ethyl)boronic acid